3-(5-((3R)-3-((1-cyclobutylethyl)amino)piperidin-1-yl)pyridin-2-yl)-N-(4-oxo-4H-pyrido[1,2-a]pyrimidin-2-yl)oxetane-3-carboxamide C1(CCC1)C(C)N[C@H]1CN(CCC1)C=1C=CC(=NC1)C1(COC1)C(=O)NC=1N=C2N(C(C1)=O)C=CC=C2